ClCC1=CC=C(C=C1)N1C(=NC=2C1=NC(=CC2)C=2C=NC(=CC2)C(C)C)C=2C(=NC=CC2)N 3-(3-(4-(Chloromethyl)phenyl)-5-(6-isopropylpyridin-3-yl)-3H-imidazo[4,5-b]pyridin-2-yl)pyridin-2-amine